N1(C=NC2=C1C=CC=C2)C=2C=C(C=C(C2)C2=C(C=C(C=C2C)C)C)O 5-(1H-benzo[d]imidazol-1-yl)-2',4',6'-trimethyl-[1,1'-biphenyl]-3-ol